4-(4-(2,2-difluoroethyl)piperazin-1-yl)-N-(3-(3,5-dimethoxyphenethyl)-1H-pyrazol-5-yl)benzamide FC(CN1CCN(CC1)C1=CC=C(C(=O)NC2=CC(=NN2)CCC2=CC(=CC(=C2)OC)OC)C=C1)F